NC1CN(CCC1C1=CC=CC=C1)C(=O)C=1C=2N(C=CC1)C=NC2 (3-amino-4-phenylpiperidin-1-yl)(imidazo[1,5-a]pyridin-8-yl)methanone